N-(2-hydroxy-ethyl)morpholin OCCN1CCOCC1